BrC1=CC=C2CCCC(C2=C1)(O)C 7-bromo-1-methyl-1,2,3,4-tetrahydronaphthalen-1-ol